5-(5-fluoro-1H-pyrazol-4-yl)-2-{3-[methyl-(2,2,6,6-tetramethylpiperidin-4-yl)amino]-1,2,4-triazin-6-yl}pyridin-3-ol FC1=C(C=NN1)C=1C=C(C(=NC1)C1=CN=C(N=N1)N(C1CC(NC(C1)(C)C)(C)C)C)O